CS(=O)(=O)C=1N=C(N(C1)COCC[Si](C)(C)C)C=O (4-(methylsulfonyl)-1-((2-(trimethylsilyl)ethoxy)methyl)-1H-imidazol-2-yl)methanone